ClC=1C=CC=C2C=C(C(NC12)=O)NC1=NC(=NC=C1)NC1=CC(=C(C=C1)OC1CC(C1)N(C)C)OC 8-chloro-3-(2-{3-methoxy-4-[(1r,3r)-3-(dimethylamino)cyclobutoxy]phenyl-amino}-4-pyrimidinylamino)-1,2-dihydro-2-quinolinone